C1(CC1)S(=O)(=O)C1=CC(=NC=C1)CNC(=O)C=1C(NC(=CC1)C1=NC(=CN=C1)OCC)=O N-[(4-cyclopropanesulfonylpyridin-2-yl)methyl]-6-(6-ethoxypyrazin-2-yl)-2-oxo-1H-pyridine-3-carboxamide